1,6-diamino-2,4,4-trimethylhexane NCC(CC(CCN)(C)C)C